ClC1=CC=C(C=C1)N1C(=NC(=C1C(=O)O)C(F)(F)F)C 1-(4-chlorophenyl)-2-methyl-4-(trifluoromethyl)-1H-imidazole-5-carboxylic acid